Cl.CNCC1N(CCCC1)C(=O)OC1=C(C=C(C=C1)CNC(CCCC\C=C\C(C)C)=O)OC (E)-2-methoxy-4-((8-methylnon-6-enamido)methyl)phenyl 2-((methylamino)methyl)piperidine-1-carboxylate hydrochloride salt